IC1=CC=C(C=C1)C1(C2=CC=CC=C2C=2C=CC=CC12)C1=CC=C(C=C1)I 9,9-bis(4-iodophenyl)-9H-fluorene